8-(5-Cyclopropylpyrimidin-2-yl)-3,8-diazabicyclo[3.2.1]octane C1(CC1)C=1C=NC(=NC1)N1C2CNCC1CC2